tert-butyl (4-(chlorosulfonyl)phenyl)carbamate ClS(=O)(=O)C1=CC=C(C=C1)NC(OC(C)(C)C)=O